tricyclo[5.2.1.02,6]decan-8-yl acrylate C(C=C)(=O)OC1C2C3CCCC3C(C1)C2